3-(4-chlorophenyl)-N-(2,3-difluorophenyl)-2-nitro-5-oxo-hexanamide ClC1=CC=C(C=C1)C(C(C(=O)NC1=C(C(=CC=C1)F)F)[N+](=O)[O-])CC(C)=O